2,5-bis-(α-cyano-4-methoxystyryl)thiophene C(#N)C(=CC1=CC=C(C=C1)OC)C=1SC(=CC1)C(=CC1=CC=C(C=C1)OC)C#N